tert-butyl 3-[2-[4-(3-chloro-2-fluoro-anilino)-6-nitro-quinazolin-7-yl]ethynyl]-3-methoxy-pyrrolidine-1-carboxylate ClC=1C(=C(NC2=NC=NC3=CC(=C(C=C23)[N+](=O)[O-])C#CC2(CN(CC2)C(=O)OC(C)(C)C)OC)C=CC1)F